hexyl p-hydroxybenzoate CCCCCCOC(=O)C1=CC=C(C=C1)O